1-[4-(4-amino-1-methyl-1H-pyrazolo[3,4-d]pyrimidin-3-yl)-2-fluoro-phenyl]-3-(5-tert-butyl-2-p-tolyl-2H-pyrazol-3-yl)-urea NC1=C2C(=NC=N1)N(N=C2C2=CC(=C(C=C2)NC(=O)NC=2N(N=C(C2)C(C)(C)C)C2=CC=C(C=C2)C)F)C